5-(cyclopropylethynyl)-4-(((7S)-7-(4-(Methoxycarbonyl)phenyl)-1-oxa-8-azaspiro[4.5]dec-8-yl)methyl)-7-methyl-1H-indole-1-carboxylic acid tert-butyl ester C(C)(C)(C)OC(=O)N1C=CC2=C(C(=CC(=C12)C)C#CC1CC1)CN1[C@@H](CC2(CCCO2)CC1)C1=CC=C(C=C1)C(=O)OC